S1C2=C(C(=C1)C=C1N=C(OC1=O)C1=CC=C(C=C1)C(C)C)C=CC=C2 4-(benzo[b]thiophen-3-ylmethylene)-2-(4-isopropylphenyl)oxazol-5(4H)-one